(R)-1'-(5-Amino-1-(5-fluoro-2-methylphenyl)-1H-pyrazole-4-carbonyl)-6-chloro-5-fluorospiro[benzo[d][1,3]oxazine-4,3'-piperidin]-2(1H)-one NC1=C(C=NN1C1=C(C=CC(=C1)F)C)C(=O)N1C[C@@]2(CCC1)C1=C(NC(O2)=O)C=CC(=C1F)Cl